NC1=C2N=CN(C2=NC=N1)C[C@@H](C)OCP1(OCC(CO1)CC(C(=O)OCC)C)=O ethyl 3-(2-((((R)-1-(6-amino-9H-purin-9-yl)propan-2-yl)oxy)methyl)-2-oxo-1,3,2-dioxaphosphinan-5-yl)-2-methylpropanoate